((2-hydroxyethyl)amino)-2-((1-methyl-1H-pyrazol-3-yl)methyl)-6-(phenylsulfonyl)phthalazin-1(2H)-one OCCNC1=NN(C(C2=CC=C(C=C12)S(=O)(=O)C1=CC=CC=C1)=O)CC1=NN(C=C1)C